2,4,6-tri(sec-butyl)-1,3,5-trioxane C(C)(CC)C1OC(OC(O1)C(C)CC)C(C)CC